C(C)(=O)C1=C(C=C(C=C1)Cl)C1=CC(N(C=C1OCCCCCCCCCCCCCC)[C@H](C(=O)NC1=CC=C(C(=O)O)C=C1)CC1=CC=CC=C1)=O 4-[[(2S)-2-[4-(2-acetyl-5-chloro-phenyl)-2-oxo-5-(tridecylmethoxy)-1-pyridinyl]-3-phenyl-propionyl]amino]benzoic acid